C12(CC(C1)C2)N2N=CC(=C2)C(=O)NC2=C(C=C(C(=C2)C=2C=C(C=1N(C2)C=CN1)N1CCOCC1)C)F 1-{bicyclo[1.1.1]pentan-1-yl}-N-{2-fluoro-4-methyl-5-[8-(morpholin-4-yl)imidazo[1,2-a]pyridin-6-yl]phenyl}pyrazole-4-carboxamide